tert-butyl (S)-4-(4-amino-6-bromo-3-cyano-2-fluorophenyl)-2-(hydroxymethyl)piperazine-1-carboxylate NC1=C(C(=C(C(=C1)Br)N1C[C@H](N(CC1)C(=O)OC(C)(C)C)CO)F)C#N